6-methoxy-1H-indazole-4-carboxamide COC=1C=C(C=2C=NNC2C1)C(=O)N